2-(4,4-difluoro-3-vinylpiperidin-1-yl)-6-methylpyrimidine-4-carboxylic acid FC1(C(CN(CC1)C1=NC(=CC(=N1)C(=O)O)C)C=C)F